OC1(CCN(CC12CCCC2)C(=O)C2=NNC=C2)CN2C=C(C(=CC2=O)C2=CC=CC=C2)C(=O)N(C)C 1-((10-hydroxy-7-(1H-pyrazole-3-carbonyl)-7-azaspiro[4.5]decan-10-yl)methyl)-N,N-dimethyl-6-oxo-4-phenyl-1,6-dihydropyridine-3-carboxamide